4,5-dimethoxy-2-aminobenzoate COC1=CC(=C(C(=O)[O-])C=C1OC)N